O1C(NC2=C1C=CC(=C2)C2(NC(=NC=C2C)NC=2C=CC(=NC2)N2CCN(CC2)C)N)=O 4-(benzoxazolin-2-one-5-yl)-N2-[2-(4-methylpiperazin-1-yl)pyridin-5-yl]-5-methylpyrimidine-2,4-diamine